C1(=CC=CC=C1)SC1=CC=C(C=C1)CCCCCCCC 1-(4-phenylsulfanyl-phenyl)-octane